C(C)(C)(C)OC(=O)N[C@H]([C@@H](C)OC=1C=C(C=CC1)CCCCCC(=O)O)CCC(N)=O 6-(3-[[(2R,3S)-3-[(tert-butoxycarbonyl)amino]-5-carbamoylpentan-2-yl]oxy]phenyl)hexanoic acid